N[C@H](C(=O)N(C)[C@H](C(=O)N1C[C@@]2(C(NC(=N2)C2=CC=CC=C2)=O)C[C@H]1C(=O)N)CC(C)C)C (5R,8S)-7-[(2S)-2-[(2S)-2-amino-N-methylpropanamido]-4-methylpentanoyl]-4-oxo-2-phenyl-1,3,7-triazaspiro[4.4]non-1-ene-8-carboxamide